NC1=NC=NN2C1=NC=C2C=2C=C(C=CC2C)S(=O)(=O)N 3-(4-aminoimidazo[2,1-f][1,2,4]triazin-7-yl)-4-methylbenzenesulfonamide